C(C)(C)(C)OC(=O)N1CC(CC1)(C1=NNC(=C1)O)CCO[Si](C)(C)C(C)(C)C tert-butyl-3-(2-{[tert-butyl(dimethyl)silyl]oxy}ethyl)-3-(5-hydroxy-1H-pyrazol-3-yl)pyrrolidine-1-carboxylate